C(C)(C)(C)OC(=O)N1C[C@H](CC=C1C=1C=C2CC3(C(NC2=CC1)=O)CC3)C (S)-3-methyl-6-(2'-oxo-1',4'-dihydro-2'H-spiro[cyclopropane-1,3'-quinoline]-6'-yl)-3,4-dihydropyridine-1(2H)-carboxylic acid tert-butyl ester